OC1=C(C(OC12CCC(CC2)OC2CCN(CC2)CCOCCOCCOCC(=O)O)=O)C2=C(C=C(C=C2C)C)C 2-(2-(2-(2-(4-(((5r,8r)-4-hydroxy-3-mesityl-2-oxo-1-oxaspiro[4.5]dec-3-en-8-yl)oxy)piperidin-1-yl)ethoxy)ethoxy)ethoxy)acetic acid